C(#N)C1=CC=C(C=N1)NC(=O)C=1C=2C[C@@H]3[C@H](C2N(N1)C1=C(C=C(C=C1)F)F)C3 (1aR,5aR)-2-(2,4-Difluoro-phenyl)-1a,2,5,5a-tetrahydro-1H-2,3-diaza-cyclopropa[a]pentalene-4-carboxylic acid (6-cyano-pyridin-3-yl)-amide